2-(4-chlorophenyl)-1,4-di(naphthalene-2-yl)butane-1,4-dione ClC1=CC=C(C=C1)C(C(=O)C1=CC2=CC=CC=C2C=C1)CC(=O)C1=CC2=CC=CC=C2C=C1